CN1C=2N(C(C=C1)=O)N=C(C2C(=O)N)C dimethyl-7-oxo-4,7-dihydropyrazolo[1,5-a]pyrimidine-3-carboxamide